(trifluoromethyl)imidazo[1,2-a]pyridine-2-carbaldehyde FC(F)(F)C1=C(N=C2N1C=CC=C2)C=O